2-(1,3-dioxo-1,3-dihydro-2H-isoindol-2-yl)propanoyl chloride O=C1N(C(C2=CC=CC=C12)=O)C(C(=O)Cl)C